3-(3-(piperidin-1-yl)propoxy)propan-1-ol N1(CCCCC1)CCCOCCCO